1-[8-(1-Methyl-1H-pyrazol-4-yl)-6-oxo-1-propyl-6,7-dihydro-1H-purin-2-yl]-pyrrolidine-2-carboxylic acid methyl ester COC(=O)C1N(CCC1)C=1N(C(C=2NC(=NC2N1)C=1C=NN(C1)C)=O)CCC